BrC=1C=C2C(=C(C(N(C2=CC1O[C@H]1COCC1)C)=O)C#N)N1CCC(CC1)C=1N=NN(C1)C1=C(C=CC=C1)C |r| (rac)-6-bromo-1-methyl-4-{4-[1-(2-methylphenyl)-1H-1,2,3-triazol-4-yl]piperidin-1-yl}-2-oxo-7-[(oxolan-3-yl)oxy]-1,2-dihydroquinoline-3-carbonitrile